FC=1C=C(CC=2N(C=3C(=C4CC[C@@H](N(C4=CC3)C(=O)OC)C)N2)C2CCCCC2)C=CC1F (1R,3R)-3-((S)-2-(3,4-Difluorobenzyl)-6-(methoxycarbonyl)-7-methyl-6,7,8,9-tetrahydro-3H-imidazo[4,5-f]chinolin-3-yl)cyclohexan